6-{[1-(but-2-ynoyl)-4-(3-chloro-2-methylphenyl)piperidin-4-yl]amino}-1,3,3-trimethylindol-2-one C(C#CC)(=O)N1CCC(CC1)(C1=C(C(=CC=C1)Cl)C)NC1=CC=C2C(C(N(C2=C1)C)=O)(C)C